COC=1C=C(C=CC1OC)N(C(=O)C=1C=CC=2N(C1)C(=CN2)C=2C=CC(=NC2)NC(OC)=O)CC methyl N-[5-[6-[(3,4-dimethoxyphenyl)-ethyl-carbamoyl] imidazo[1,2-a]pyridin-3-yl]-2-pyridyl]carbamate